ClC1=CC(=NC=C1F)COC=1C=C2CN(C(C2=CC1)=O)C1=NN(C(C=C1)=O)C 5-[(4-Chloro-5-fluoropyridin-2-yl)methoxy]-2-(1-methyl-6-oxo-1,6-dihydropyridazin-3-yl)-2,3-dihydro-1H-isoindol-1-one